CC=1C(=C(C=C(C1)C)O)C=1N=NC(=CC1)N1CC2(CC1)N(CCOC2)C 3,5-dimethyl-2-[6-(6-methyl-9-oxa-2,6-diazaspiro[4.5]decan-2-yl)pyridazin-3-yl]phenol